6-[(7S)-3-[3-[2-Methyl-4-(3-methylpyridin-2-yl)phenyl]-1H-pyrazolo[3,4-b]pyridin-5-yl]-6,7,8,9-tetrahydro-5H-benzo[7]annulen-7-yl]-3-oxa-6-azabicyclo[3.1.1]heptane CC1=C(C=CC(=C1)C1=NC=CC=C1C)C1=NNC2=NC=C(C=C21)C2=CC1=C(CC[C@@H](CC1)N1C3COCC1C3)C=C2